[C@H](C)(CC)[C@@H]1N(CC2=C(NC1=O)C=CC=C2)C=2N=CNC(C2)=O (S)-3-((S)-sec-butyl)-4-(6-oxo-1,6-dihydropyrimidin-4-yl)-1,3,4,5-tetrahydro-2H-benzo[e][1,4]Diazepin-2-one